ClC1=C(C=C2C=CC=C3CCC(C1=C32)=O)O 9-chloro-8-hydroxy-2,3-dihydro-1H-phenalen-1-one